1-[4-cyano-6-(piperidin-1-yl)pyrimidin-2-yl]-3-methyl-5-amino-1H-pyrazole-4-carboxylic acid C(#N)C1=NC(=NC(=C1)N1CCCCC1)N1N=C(C(=C1N)C(=O)O)C